(S)-5-methyl-1-(4-(4-(1-methylpyrrolidin-3-yl)benzyl)phenyl)-1H-pyrazole-3-carboxamide CC1=CC(=NN1C1=CC=C(C=C1)CC1=CC=C(C=C1)[C@H]1CN(CC1)C)C(=O)N